COC(=O)C1=CC2=CN(N=C2C=C1OC(C)C)C1COCCC1 6-isopropoxy-2-(tetrahydro-2H-pyran-3-yl)-2H-indazole-5-carboxylic acid methyl ester